ClC1=C(C=C2C(=C(NC2=C1)C1=NNC(=N1)C(F)(F)F)N1C=NC=C1)OC1CC1 6-chloro-5-cyclopropoxy-3-(1H-imidazol-1-yl)-2-(5-(trifluoromethyl)-1H-1,2,4-triazol-3-yl)-1H-indole